C[C@@H]1OCC2([C@@H]1N)CCN(CC2)C2=NC=C(C=1N2C=CN1)SC1=C2C(=NC=C1)NC=C2 (3S,4S)-3-methyl-8-(8-{1H-pyrrolo[2,3-b]pyridin-4-ylsulfanyl}imidazo[1,2-c]pyrimidin-5-yl)-2-oxa-8-azaspiro[4.5]decan-4-amine